C(C)(C)(C)OC(=O)N[C@@H](CC1=CN(C=N1)C(C1=CC=CC=C1)(C1=CC=CC=C1)C1=CC=CC=C1)C(=O)O N-t-butyloxycarbonyl-N'-trityl-L-histidine